ClC1=CC=C2C(=C1)NC(C21N(C(C=2N=C(N(C21)C(C)C)C=2C=NC(=CC2OC)OCC)=O)C2=C(C=CC(=C2)Cl)C)=O 6-chloro-5'-(5-chloro-2-methylphenyl)-2'-(6-ethoxy-4-methoxypyridin-3-yl)-3'-isopropyl-3'H-spiro[indoline-3,4'-pyrrolo[3,4-d]imidazole]-2,6'(5'H)-dione